tert-butyl (6-(N-(5-(4-chloro-3-(neopentyloxy)phenyl)-6-(4-(trifluoromethyl) phenyl)pyridin-2-yl)sulfamoyl)pyridin-2-yl)carbamate ClC1=C(C=C(C=C1)C=1C=CC(=NC1C1=CC=C(C=C1)C(F)(F)F)NS(=O)(=O)C1=CC=CC(=N1)NC(OC(C)(C)C)=O)OCC(C)(C)C